[N+](=O)([O-])C1=C(C(=O)O)C=C(C=C1)SSC=1C=CC(=C(C(=O)O)C1)[N+](=O)[O-] 5,5'-dithio-bis-[2-nitrobenzoic acid]